Methyl (4aR)-1-[(2,4-dimethoxyphenyl)methyl]-4-hydroxy-4a-methyl-2-oxo-6,7-dihydro-5H-pyrrolo[1,2-b]pyridazine-3-carboxylate COC1=C(C=CC(=C1)OC)CN1N2[C@@](C(=C(C1=O)C(=O)OC)O)(CCC2)C